C1(CC1)CN1C(C(=CC2=CN=C(C=C12)NC(=O)C1CC1)C=1C=NC(=CC1C)C(CCC)O)=O N-(1-(cyclopropylmethyl)-3-(6-(1-hydroxybutyl)-4-methylpyridin-3-yl)-2-oxo-1,2-dihydro-1,6-naphthyridin-7-yl)cyclopropanecarboxamide